[Pt+2].N[C@H]1[C@@H](CCCC1)N trans-R,R-1,2-diaminocyclohexane platinum(II)